COC(C(C(C)OC)C)=O methyl-3-methoxy-2-methylbutyrate